P(O)(=O)(OP(=O)(O)O)OC[C@@H]1[C@H](C[C@@H](O1)N1C(=O)NC(=O)C=C1)O deoxyuridine Diphosphate